C(C)(C)C1=C(C=CC=C1)N1C(SCC1=O)=NN=CC1=CC=C(C=C1)C1=NN(C(=N1)N1CCC(CC1)C(F)(F)F)C 3-(2-isopropylphenyl)-2-[[4-[1-methyl-5-[4-(trifluoromethyl)-1-piperidyl]-1,2,4-triazole-3-yl]phenyl]methylenehydrazono]thiazolidin-4-one